benzyl N-amino-N-methyl-carbamate NN(C(OCC1=CC=CC=C1)=O)C